C12(CC(C1)C2)C[C@@H](C(=O)NN(C(=O)OC(C)(C)C)CC2C(NCC2)=O)NC(=O)C2=NOC(=C2)C tert-Butyl 2-((S)-3-(bicyclo[1.1.1]pentan-1-yl)-2-(5-methylisoxazole-3-carboxamido)propanoyl)-1-((2-oxopyrrolidin-3-yl)methyl)hydrazine-1-carboxylate